N-(3-aminophenyl)-2-(4,4-difluoroazepan-1-yl)-7-fluoroquinoline-3-carboxamide NC=1C=C(C=CC1)NC(=O)C=1C(=NC2=CC(=CC=C2C1)F)N1CCC(CCC1)(F)F